F[C@@H]1C[C@H](CN(C1)C)N (3R,5R)-5-fluoro-1-methyl-piperidin-3-amine